O.C(C)(=O)[O-].[Tm+3].C(C)(=O)[O-].C(C)(=O)[O-] thulium(III) acetate hydrate